6-(tert-butyl) 3-ethyl 2-amino-5-methyl-4,7-dihydrothieno[2,3-c]pyridine-3,6(5H)-dicarboxylate NC1=C(C2=C(CN(C(C2)C)C(=O)OC(C)(C)C)S1)C(=O)OCC